C(CCCCCCCCCCCCCCCCCCC)(=O)OCCCCCCCCCCCCC tridecyl icosanoate